(2,6-Dichloropyridin-4-yl)methyl pentylglycinate hydrochloride Cl.C(CCCC)NCC(=O)OCC1=CC(=NC(=C1)Cl)Cl